3-fluoro-5-(2-{3-[(4-methanesulfonylphenoxy)methyl]-4-methylpyrrolidin-1-yl}ethyl)benzonitrile FC=1C=C(C#N)C=C(C1)CCN1CC(C(C1)C)COC1=CC=C(C=C1)S(=O)(=O)C